O1C(CCCC1)OC1=CC=C(C=C1)C=1N=CC2=C(C=CC=C2C1)C=1N=C(N2C1CN(CC2)C(C)=O)C2CCOCC2 1-(1-(3-(4-((tetrahydro-2H-pyran-2-yl)oxy)phenyl)isoquinolin-8-yl)-3-(tetrahydro-2H-pyran-4-yl)-5,6-dihydroimidazo[1,5-a]pyrazin-7(8H)-yl)ethan-1-one